methyl-4-bromo-2-chlorobenzaldehyde CC=1C(=C(C=O)C=CC1Br)Cl